3-[[4-[[2-(6-methyl-2-pyridyl)pyrrolo[2,1-f][1,2,4]triazin-4-yl]amino]pyrimidin-2-yl]amino]benzoic acid CC1=CC=CC(=N1)C1=NN2C(C(=N1)NC1=NC(=NC=C1)NC=1C=C(C(=O)O)C=CC1)=CC=C2